NCCCC(CO)(CO)CCCN 2,2-bis-(3-aminopropyl)-1,3-propanediol